1-(6-chloropyridazin-4-yl)ethan-1-one ClC1=CC(=CN=N1)C(C)=O